bis(pivaloyl)-methane C(C(C)(C)C)(=O)CC(C(C)(C)C)=O